(5R,8aR)-5-(4-methyl-1-oxo-1,3-dihydroisobenzofuran-5-yl)-3-oxotetrahydro-3H-oxazolo[3,4-a]pyrazine-7(1H)-carboxylic acid tert-butyl ester C(C)(C)(C)OC(=O)N1C[C@H]2N([C@@H](C1)C=1C(=C3COC(C3=CC1)=O)C)C(OC2)=O